C1(=CC=C(C=C1)C=1N=C(OC1C1=CC=C(C=C1)C)SC(C(=O)NC)C)C 2-[4,5-bis(p-tolyl)oxazol-2-yl]sulfanyl-N-methyl-propanamide